5-bromo-6-fluoropyridine-carbaldehyde BrC=1C=CC(=NC1F)C=O